C(C)(=O)N1CCCC2=CC(=CC=C12)C1=CC=C(C(=O)O)C=C1 4-(1-acetyl-1,2,3,4-tetrahydroquinolin-6-yl)benzoic acid